3,3-difluoro-cyclobutanamine hydrochloride Cl.FC1(CC(C1)N)F